6-Chloro-4-(difluoromethoxy)-2-(4-methoxybenzyl)pyridazin-3(2H)-one ClC=1C=C(C(N(N1)CC1=CC=C(C=C1)OC)=O)OC(F)F